Diethylphenylethylmalonate C(C)OC(C(C(=O)OCC)CCC1=CC=CC=C1)=O